C(C1=CC=CC=C1)OCCN1C(=NC=C1)C=1N=C(C2=C(N1)C(=CS2)C2=NC=CC=C2)O 2-(1-(2-(Benzyloxy)ethyl)-1H-imidazol-2-yl)-7-(pyridin-2-yl)thieno[3,2-d]pyrimidin-4-ol